O=C1N(C(C2=CC=CC=C12)=O)[C@@H]1C[C@@H](N(CC1)C=1C=C(C=CC1[N+](=O)[O-])C1=C(C(=O)O)C=CN=C1)C (3-((2S,4S)-4-(1,3-dioxoisoindolin-2-yl)-2-methylpiperidin-1-yl)-4-nitrophenyl)isonicotinic acid